7-bromo-3-(2-(((1S,3R)-3-hydroxycyclohexyl)amino)-5-(trifluoromethyl)pyrimidin-4-yl)-1H-indole-6-carbonitrile BrC=1C(=CC=C2C(=CNC12)C1=NC(=NC=C1C(F)(F)F)N[C@@H]1C[C@@H](CCC1)O)C#N